(1R,3R,4R)-2-((3-chlorophenyl)glycyl)-5,5-difluoro-N-((R,E)-4-fluoro-4-(methylsulfonyl)-1-((R)-2-oxopyrrolidin-3-yl)but-3-en-2-yl)-2-azabicyclo[2.2.2]octane-3-carboxamide ClC=1C=C(C=CC1)NCC(=O)N1[C@H]2CC([C@@H]([C@@H]1C(=O)N[C@H](C[C@@H]1C(NCC1)=O)\C=C(\S(=O)(=O)C)/F)CC2)(F)F